1-heneicosanoyl-2-(9Z-pentadecenoyl)-glycero-3-phosphoserine CCCCCCCCCCCCCCCCCCCCC(=O)OC[C@H](COP(=O)(O)OC[C@@H](C(=O)O)N)OC(=O)CCCCCCC/C=C\CCCCC